2-(5-chloro-1-methyl-1H-imidazol-2-yl)-6-fluoro-4-methoxy-5-(trifluoromethyl)pyrimidine ClC1=CN=C(N1C)C1=NC(=C(C(=N1)OC)C(F)(F)F)F